6-(nitrooxy)hexanoyl chloride [N+](=O)([O-])OCCCCCC(=O)Cl